O.S hydrogen sulfide, hydrate